BrC(C(=O)OCC)C1=C(C=CC(=C1)CC1CC1)OC(F)(F)F ethyl 2-bromo-2-(5-(cyclopropylmethyl)-2-(trifluoromethoxy)phenyl)acetate